4-(4-fluoro-3-(4-(6-((2-(4-(6-hydroxy-2-(4-hydroxyphenyl)benzo[b]thiophene-3-carbonyl)phenoxy)ethyl)(methyl)amino)hexanoyl)piperazine-1-carbonyl)benzyl)phthalazin-1(2H)-one FC1=C(C=C(CC2=NNC(C3=CC=CC=C23)=O)C=C1)C(=O)N1CCN(CC1)C(CCCCCN(C)CCOC1=CC=C(C=C1)C(=O)C=1C2=C(SC1C1=CC=C(C=C1)O)C=C(C=C2)O)=O